2-chloro-N-pyrimidin-2-yl-acetamide C1=CN=C(N=C1)NC(=O)CCl